(R,Z)-2-(3-hydroxymethyl-2,2-dimethylcyclobutylidene)propan-1-ol OC[C@H]1C(\C(\C1)=C(/CO)\C)(C)C